C(CCCCCCC\C=C/CCCCCCCC)[NH+](CCCCCCCC\C=C/CCCCCCCC)[O-] dioleyl-amine oxide